N-(3-(2'-(Benzylamino)-7'-oxo-5'H-spiro[cyclopropane-1,8'-pyrido[4,3-d]pyrimidine]-6'(7'H)-yl)-4-methylphenyl)-5-(trifluoromethyl)nicotinamide C(C1=CC=CC=C1)NC=1N=CC2=C(N1)C1(C(N(C2)C=2C=C(C=CC2C)NC(C2=CN=CC(=C2)C(F)(F)F)=O)=O)CC1